O=C1N(CCC(N1)=O)C=1C=C(C(=O)O)C=CC1O 3-(2,4-dioxotetrahydropyrimidin-1(2H)-yl)-4-hydroxybenzoic acid